3-(4-(trifluoromethyl)phenoxy)propyl-trimethyl-tin FC(C1=CC=C(OCCC[Sn](C)(C)C)C=C1)(F)F